[Cl-].[Cl-].C(CCCC)N pentanamine dichloride